C(C)(C)(C)OC(=O)N1[C@H](CN(CC1)C(=O)C=1SC=C(N1)Br)C (S)-4-(4-bromothiazole-2-carbonyl)-2-methylpiperazine-1-carboxylic acid tert-butyl ester